C(C)N1C2=C(OCC1)C=C(C(=C2)OC)C2=C(C=CC(=C2)C=2C1=C(N=NC2)N(C=N1)CC)F 4-ethyl-7-(5-(7-ethyl-7H-imidazo[4,5-c]pyridazin-4-yl)-2-fluorophenyl)-6-methoxy-2H-Benzo[b][1,4]oxazine